Cl.NC12COC(CC1)(CC2)C(=O)NC=2C=NC(=CC2)OC(F)(F)F 4-amino-N-(6-(trifluoromethoxy)pyridin-3-yl)-2-oxabicyclo[2.2.2]octane-1-carboxamide hydrochloride